3-bromo-3,3-difluoro-1-propene BrC(C=C)(F)F